S(=O)(=O)(C1=CC=C(C)C=C1)NCl.[Na] sodium tosyl-chloramide